1,4-Dimethyl-1,2,4-triazolium iodid tert-butyl-4-(7-chloro-3-(6-oxaspiro[2.5]octane-1-carboxamido)isoquinolin-6-yl)piperidine-1-carboxylate C(C)(C)(C)OC(=O)N1CCC(CC1)C=1C=C2C=C(N=CC2=CC1Cl)NC(=O)C1CC12CCOCC2.[I-].C[N+]=2N=CN(C2)C